C1(CC1)N1C(=CC=2N=NC(=CC21)C2=C(C=CC=C2)O)[C@H]2CN(CC2)C2=CC(=NC=C2)C2=NOC(=C2)C(C(=O)OC)C(C)C methyl 2-(3-{4-[(3R)-3-[5-cyclopropyl-3-(2-hydroxyphenyl) pyrrolo[3,2-c]pyridazin-6-yl] pyrrolidin-1-yl] pyridin-2-yl}-1,2-oxazol-5-yl)-3-methylbutanoate